C1(=CC=CC=C1)C(C)(C(C)(C)C1=CC=CC=C1)C 2,3-diphenyl-2,3-dimethylbutane